C1(CC1)CN1CCC2(C[C@@H]2C(=O)N[C@@H](CCCCCC(CC)=O)C=2OC(=CN2)C=2C=C3C=CC(N(C3=CC2OC)C)=O)CC1 (S)-6-(Cyclopropylmethyl)-N-((S)-1-(5-(7-methoxy-1-methyl-2-oxo-1,2-dihydrochinolin-6-yl)oxazol-2-yl)-7-oxononyl)-6-azaspiro[2.5]octan-1-carboxamid